C(C1=CC=CC=C1)(C1=CC=CC=C1)NCCN N'-benzhydrylethylenediamine